Cl.C(#C)C1(CCCC1)N 1-ethynylcyclopentanamine hydrochloride